C1=NC=CC2=C(C=CC=C12)N1N=C(NC1=O)[C@@H]1CN(CCC1)CCC1=CC2=CC=CC=C2C=C1 (s)-2-(isoquinolin-5-yl)-5-(1-(2-(naphthalen-2-yl)ethyl)piperidin-3-yl)-2,4-dihydro-3H-1,2,4-triazol-3-one